4-[4-(4,4,5,5-tetramethyl-1,3,2-dioxaborolan-2-yl)phenyl]benzaldehyde CC1(OB(OC1(C)C)C1=CC=C(C=C1)C1=CC=C(C=O)C=C1)C